7-Fluoro-N-(6-(4-isopropyl-4H-1,2,4-triazol-3-yl)pyridin-2-yl)-1H-benzo[d]imidazole-2-carboxamide FC1=CC=CC2=C1NC(=N2)C(=O)NC2=NC(=CC=C2)C2=NN=CN2C(C)C